N[C@@H]1CN(CC1)C(=O)C1=CC=C(C=C1)C1=CC=C2C(=C(NC2=C1)C1=CC(=NC(=C1)C)C)C (S)-(3-aminopyrrolidin-1-yl)(4-(2-(2,6-dimethylpyridin-4-yl)-3-methyl-1H-indol-6-yl)phenyl)methanone